[Sn+4].C[N-]C.C[N-]C.C[N-]C.C[N-]C (dimethylamide) tin